C1(CC1)C=1C=NN2C1N=C(C=C2NCC2=CC(=C(C=C2)C2=NC=CC=C2)F)NC[C@@H]2[C@H](CNCC2)O (3R,4R)-4-(((3-cyclopropyl-7-((3-fluoro-4-(pyridin-2-yl)benzyl)amino)pyrazolo[1,5-a]pyrimidin-5-yl)amino)methyl)piperidin-3-ol